5-bromo-3-chlorobenzo[h]Isoquinoline-8-carboxylic acid sodium salt [Na+].BrC1=C2C=C(N=CC2=C2C(=C1)C=C(C=C2)C(=O)[O-])Cl